CC=1C(=C(C=C(C1)C(F)(F)F)O)C=1C=CC=2C(N1)=NN(C2)[C@@H]2[C@@H]1COC[C@@H]1C2 3-methyl-2-[2-[(1R,5R,6S)-3-oxabicyclo[3.2.0]heptan-6-yl]pyrazolo[3,4-b]pyridin-6-yl]-5-(trifluoromethyl)phenol